C(CCC)OCCO monoethylene glycol mono-n-butyl ether